(S)-2-(tert-butoxy)-2-(7-(4-chlorophenyl)-2-(3-(1-ethylpiperidin-4-yl)-1-methyl-1H-indazol-5-yl)-5-methylbenzo[d]thiazol-6-yl)acetic acid C(C)(C)(C)O[C@H](C(=O)O)C1=C(C2=C(N=C(S2)C=2C=C3C(=NN(C3=CC2)C)C2CCN(CC2)CC)C=C1C)C1=CC=C(C=C1)Cl